N-(3-chloro-4-methylphenyl)-2-((3-(2,6-dioxopiperidin-3-yl)-2-methylquinolin-7-yl)oxy)acetamide ClC=1C=C(C=CC1C)NC(COC1=CC=C2C=C(C(=NC2=C1)C)C1C(NC(CC1)=O)=O)=O